C(CCC)CCC(O)O 3-butyl-propanediol